BrC1=C(C=C(C(=C1N)N)Br)F 2,5-dibromo-3,4-diamino-1-fluorobenzene